5-[(4R,11aS)-8-bromo-4-methyl-1,3,4,6,11,11a-hexahydropyrazino[1,2-B]isoquinolin-2-yl]quinoline-8-carbonitrile BrC=1C=CC=2C[C@@H]3N(CC2C1)[C@@H](CN(C3)C3=C1C=CC=NC1=C(C=C3)C#N)C